COC1=CC=C(C=C1)N1N=C(C(=C1C1=CC=CC=C1)C=O)C1=CC2=CC=CC=C2C=C1 (4-methoxyphenyl)-3-(naphthalen-2-yl)-5-phenyl-1H-pyrazole-4-carbaldehyde